NCCCN(CCCN)CC N,N-Bis(3-aminopropyl)-ethylamin